1-[4-[3-[2-[[2-[(1-methylsulfonylpyrrole-3-carbonyl)amino]acetyl]amino]thiazol-4-yl]phenyl]-2-pyridyl]cyclopropanecarboxylic acid CS(=O)(=O)N1C=C(C=C1)C(=O)NCC(=O)NC=1SC=C(N1)C=1C=C(C=CC1)C1=CC(=NC=C1)C1(CC1)C(=O)O